(4S,5S)-N-[(1R*)-1-cyano-3-hydroxypropyl]-7-ethyl-4-(4-fluorophenyl)-N-methyl-6-oxo-1-phenyl-5-[3-(trifluoromethyl)benzamido]-4H,5H-pyrazolo[3,4-b]pyridine-3-carboxamide C(#N)[C@@H](CCO)N(C(=O)C1=NN(C=2N(C([C@H]([C@H](C21)C2=CC=C(C=C2)F)NC(C2=CC(=CC=C2)C(F)(F)F)=O)=O)CC)C2=CC=CC=C2)C |o1:2|